BrC=1C=C(C[C@]2(C[C@H](CC2)NS(=O)(=O)C)C(=O)N)C=CC1F (1R,3S)-1-(3-bromo-4-fluorobenzyl)-3-(methylsulfonamido)cyclopentane-1-carboxamide